ethyl 3-[3-tert-butyl-5-(5-chlorobenzotri-azol-2-yl)-4-hydroxy-phenyl]propanoate C(C)(C)(C)C=1C=C(C=C(C1O)N1N=C2C(=N1)C=CC(=C2)Cl)CCC(=O)OCC